ClC1=C(C=CC(=C1)Cl)C=1CCCC2=C(C1C1=CC=C(C=C1)O[C@@H]1CN(CC1)CCCF)C=CC(=C2)C(C)(C)O (S)-2-(8-(2,4-dichlorophenyl)-9-(4-((1-(3-fluoropropyl)pyrrolidin-3-yl)oxy)phenyl)-6,7-dihydro-5H-benzo[7]annulen-3-yl)propan-2-ol